5-(((R)-1-(3-(difluoromethyl)-2-fluorophenyl)ethyl)amino)-3-(3-methoxypyrrolidin-3-yl)-1-methyl-1,6-naphthyridin-2(1H)-one FC(C=1C(=C(C=CC1)[C@@H](C)NC1=C2C=C(C(N(C2=CC=N1)C)=O)C1(CNCC1)OC)F)F